C(C1=CC=CC=C1)C1=C2N(C=C(N1)C1=C(C=CC=C1)F)C(C(=N2)CC=2OC=CC2)=O 8-Benzyl-6-(2-fluorophenyl)-2-(furan-2-ylmethyl)imidazo[1,2-a]pyrazin-3(7H)-one